5-chloro-1'-(2-{[5-(difluoromethyl)-7-oxo-8-[(cis)-3-hydroxy-3-methylcyclobutyl]-7,8-dihydro-1,8-naphthyridin-3-yl]oxy}ethyl)-1,2-dihydrospiro[indole-3,4'-piperidin]-2-one ClC=1C=C2C(=CC1)NC(C21CCN(CC1)CCOC=1C=NC=2N(C(C=C(C2C1)C(F)F)=O)C1CC(C1)(C)O)=O